FC=1C=CC=C2C(=CN(C12)S(=O)(=O)C)B1OC(C(O1)(C)C)(C)C 7-fluoro-1-methanesulfonyl-3-(tetramethyl-1,3,2-dioxaborolan-2-yl)-1H-indole